BrC1=C(C(=O)C(C#N)=CN(C)C)C=C(C(=C1)OCC)[N+](=O)[O-] 2-(2-bromo-4-ethoxy-5-nitrobenzoyl)-3-(dimethylamino)acrylonitrile